(Z)-2-fluoro-3-(7-fluoro-1-(tetrahydro-2H-pyran-2-yl)-1H-indazol-6-yl)acrylic acid F\C(\C(=O)O)=C/C1=CC=C2C=NN(C2=C1F)C1OCCCC1